ClC1=C(N)C=CC(=C1)CC1=CC(=C(N)C=C1)Cl 2,2'-dichloro-4,4'-methylenedianiline